sodium 4-octyl-sulfonate CCCC(CCCC)S(=O)(=O)[O-].[Na+]